COC(C1=CC=C(C=C1)C(NC1=CC2=C(NC(=N2)CN(C)C)C=C1)=O)=O 4-((2-((dimethylamino)methyl)-1H-benzo[d]imidazol-5-yl)carbamoyl)benzoic acid methyl ester